1-((2R,5S)-4-((R)-7-(3-amino-5-methyl-1H-indazol-4-yl)-6-chloro-2-(2-(3,3-difluoropyrrolidin-1-yl)ethoxy)-8-fluoroquinazolin-4-yl)-2,5-dimethylpiperazin-1-yl)prop-2-en-1-one NC1=NNC2=CC=C(C(=C12)C1=C(C=C2C(=NC(=NC2=C1F)OCCN1CC(CC1)(F)F)N1C[C@H](N(C[C@@H]1C)C(C=C)=O)C)Cl)C